tert-butyl ((1S,3R)-3-(6-bromo-2-(2-fluorophenyl)-1H-imidazo[4,5-c]pyridin-1-yl)cyclohexyl)carbamate BrC1=CC2=C(C=N1)N=C(N2[C@H]2C[C@H](CCC2)NC(OC(C)(C)C)=O)C2=C(C=CC=C2)F